3-[(2-aminoethyl)(2-carboxyethyl)amino]propanoic acid dihydrochloride Cl.Cl.NCCN(CCC(=O)O)CCC(=O)O